[O-]S(=O)(=O)C(F)(F)F.[Cu+] copper (I) triflate